O=C1NC(CCC1NC1=CC2=C(CC3(CCN(CC3)C(=O)OC(C)(C)C)CO2)C=C1)=O tert-butyl 7-((2,6-dioxopiperidin-3-yl)amino)spiro[benzopyran-3,4'-piperidine]-1'-carboxylate